COC1=C2C(NC(=NC2=CC(=C1)OC)C1=CC=C(C=C1)N1CCC(CC1)N1CCN(CC1)CC=1C=C2CN(C(C2=CC1)=O)C1C(NC(CC1)=O)=O)=O 3-(5-((4-(1-(4-(5,7-dimethoxy-4-oxo-3,4-dihydroquinazolin-2-yl)phenyl)piperidin-4-yl)piperazin-1-yl)methyl)-1-oxoisoindolin-2-yl)piperidine-2,6-dione